CC(C)(C)S(=O)N=C1CCC1 N-cyclobutylidene-2-methylpropane-2-sulfinamide